C(#N)C1=CC(=CC2=C1SC(=C2)C=2SC(=C(N2)C)C(=O)OCC)C(C)OC ethyl 2-(7-cyano-5-(1-methoxyethyl) benzo[b]thiophen-2-yl)-4-methylthiazole-5-carboxylate